oxo-benzothiopyran-2,8-dicarboxylic acid O=S1C(C=CC2=C1C(=CC=C2)C(=O)O)C(=O)O